5-methoxy-1H-pyrazole-3-carbonitrile COC1=CC(=NN1)C#N